The molecule is a monocarboxylic acid anion that is the conjugate base of clonixin, obtained by deprotonation of the carboxy group. It is a conjugate base of a clonixin. CC1=C(C=CC=C1Cl)NC2=C(C=CC=N2)C(=O)[O-]